Trans-N,N-bis(3-aminopropyl)-4-[[2-chloro-6-[4-[4-[(4R)-4-amino-2-oxo-pyrrolidin-1-yl]phenyl]sulfonylpiperazin-1-yl]-4-pyridyl]-difluoro-methyl]cyclohexanecarboxamide NCCCN(C(=O)[C@@H]1CC[C@H](CC1)C(F)(F)C1=CC(=NC(=C1)N1CCN(CC1)S(=O)(=O)C1=CC=C(C=C1)N1C(C[C@H](C1)N)=O)Cl)CCCN